FC=1C=CC(=C(C(=O)N(C(C)C)C(C)C)C1)OC=1C(=NC=NC1)N1CC2(C1)CCN(CC2)C[C@@H]2CC[C@H](CC2)NS(=O)(=O)C 5-fluoro-N,N-diisopropyl-2-({4-[7-({trans-4-[(methylsulfonyl)amino]cyclohexyl}methyl)-2,7-diazaspiro[3.5]non-2-yl]-5-pyrimidinyl}oxy)benzamide